cis-4-{3-[2-(4-hydroxy-3-methoxyphenyl)acetamido]phenyl}cyclohexyl (4-chlorophenyl)acetate ClC1=CC=C(C=C1)CC(=O)O[C@@H]1CC[C@@H](CC1)C1=CC(=CC=C1)NC(CC1=CC(=C(C=C1)O)OC)=O